(2S)-1,2-dimethylpiperazine dihydrochloride Cl.Cl.CN1[C@H](CNCC1)C